C(C)C=1C(=NC=C(C=O)C1)C1=C(C=C(C=C1)C(C(F)(F)F)(C(F)(F)F)O)C 5-ethyl-6-(4-(1,1,1,3,3,3-hexafluoro-2-hydroxypropan-2-yl)-2-methylphenyl)-nicotinaldehyde